C(C)OC(CN1C=CC2=CC(=CC=C12)OCC1=CC(=C(C=C1)C1CCCC1)C(F)(F)F)=O 2-(5-((4-cyclopentyl-3-(trifluoromethyl)benzyl)oxy)-1H-indol-1-yl)acetic acid ethyl ester